N-(6-ETHYL-1-METHYL-1H-INDAZOL-7-YL)-6-(4-(TRIFLUOROMETHYL)-1H-PYRAZOL-1-YL)PYRIDAZINE-3-SULFONAMIDE C(C)C1=CC=C2C=NN(C2=C1NS(=O)(=O)C=1N=NC(=CC1)N1N=CC(=C1)C(F)(F)F)C